3,4-dimethyl-2-pentyl acrylate C(C=C)(=O)OC(C)C(C(C)C)C